sodium nonadecyliminodipropionate C(CCCCCCCCCCCCCCCCCC)N(CCC(=O)[O-])CCC(=O)[O-].[Na+].[Na+]